FC1=CC(=C(C=C1)N1[C@@H](C[C@@H](CC1)C(=O)O)C)[N+](=O)[O-] |r| (2RS,4RS)-1-(4-fluoro-2-nitrophenyl)-2-methylpiperidine-4-carboxylic acid